C(C=C)(=O)OCCCCCCCCCCCCCCCCCCCCCC docosanyl acrylate